(2S,3R,4R,5S)-1-(((R)-1-(3-fluorophenyl)pyrrolidin-3-yl)methyl)-2-(hydroxymethyl)piperidine-3,4,5-triol FC=1C=C(C=CC1)N1C[C@H](CC1)CN1[C@H]([C@H]([C@@H]([C@H](C1)O)O)O)CO